cis-ethyl p-aminocyclohexyl-carboxylate N[C@H]1CC[C@H](CC1)C(=O)OCC